(S)-(1-amino-4,5-difluoro-2,3-dihydro-1H-inden-1-yl)methanol N[C@]1(CCC2=C(C(=CC=C12)F)F)CO